(S)-N-(7-(3,3-dimethylbut-1-yn-1-yl)-5-methyl-4-oxo-2,3,4,5-tetrahydrobenzo[b][1,4]oxazepin-3-yl)-4-phenoxypyridineamide CC(C#CC1=CC2=C(OC[C@@H](C(N2C)=O)NC(=O)C2=NC=CC(=C2)OC2=CC=CC=C2)C=C1)(C)C